((tert-Butoxycarbonyl) amino) methyl-4-(4-methylpiperazin-1-yl)-4-oxobutanoate CC(C(=O)ONC(=O)OC(C)(C)C)CC(=O)N1CCN(CC1)C